ClC=1C=C(CN2N=NC(=C2C)C(=O)N)C=C(C1)Cl 1-(3,5-dichlorobenzyl)-5-methyl-1H-1,2,3-triazole-4-carboxamide